3-Methyl-Butannitril CC(CC#N)C